butynyl-lithium C(#CCC)[Li]